BrCC=1C=C(COCC=2C=C(CO[Si](C)(C)C(C)(C)C)C=CC2)C=CC1 (3-(((3-(bromomethyl)benzyl)oxy)methyl)benzyloxy)(tert-butyl)dimethylsilane